NC1=NN(CS1)S 5-amino-1,3,4-thiadiazole-3-thiol